2-((S)-2,3-dihydroxypropyl)-8-(naphthalen-1-ylmethyl)-6-oxo-9-(3-(trifluoromethyl)phenyl)-3,4-dihydro-2H,6H-pyrido[1,2-e][1,2,5]thiadiazine-4-carboxylic acid 1,1-dioxide O[C@@H](CN1S(C=2N(C(C1)C(=O)O)C(C=C(C2C2=CC(=CC=C2)C(F)(F)F)CC2=CC=CC1=CC=CC=C21)=O)(=O)=O)CO